ClC1=C(C=CC=C1)S(=O)(=O)NC(OCCC1=CC=C(C=C1)N1C(=NC2=C1C=C(C(=C2)C(F)(F)F)Cl)CC)=O 2-{4-[6-chloro-2-ethyl-5-(trifluoromethyl)-1H-benzimidazol-1-yl]phenyl}ethyl (2-chlorophenyl)sulfonylcarbamate